C(C)(C)N1C(NC(C(=C1)C(=O)N)=O)=O 1-isopropyl-2,4-dioxo-1,2,3,4-tetrahydropyrimidine-5-carboxamide